5-(((trans-3-(3-cyclopropyl-4-(piperazin-1-yl)-1H-pyrazol-1-yl)cyclobutyl)methyl)amino)-2-(2,6-dioxopiperidin-3-yl)isoindoline-1,3-dione C1(CC1)C1=NN(C=C1N1CCNCC1)[C@@H]1C[C@H](C1)CNC=1C=C2C(N(C(C2=CC1)=O)C1C(NC(CC1)=O)=O)=O